FC=1C(=NC=CC1)C=1C(=NC=C(C1)C)C(=O)N1[C@@H]2[C@@H](C[C@H](C1)CC2)OC2=NC=C(C=C2)C(F)(F)F (3-fluoro-5'-methyl-[2,3'-bipyridin]-2'-yl)((1S,4R,6R)-6-((5-(trifluoromethyl)pyridin-2-yl)oxy)-2-azabicyclo[2.2.2]oct-2-yl)methanone